2-fluoro-5-aminopyridine FC1=NC=C(C=C1)N